tert-butyl 3-aminoazetidine-1-carboxylate hydrochloride Cl.NC1CN(C1)C(=O)OC(C)(C)C